Cl.N[C@H](C(=O)O)CC (S)-(-)-2-aminobutyric acid hydrochloride